CN1C(=CC=2C1=NC=C(C2)CN)C 1-(1,2-dimethyl-1H-pyrrolo[2,3-b]pyridin-5-yl)methylamine